2-[2'-Hydroxy-3'-(α,α-dimethylbenzyl)-5'-(1,1,3,3-tetramethylbutyl)-phenyl]benzotriazol OC1=C(C=C(C=C1C(C1=CC=CC=C1)(C)C)C(CC(C)(C)C)(C)C)N1N=C2C(=N1)C=CC=C2